O1C(=CC=C1)C1=NN2C(N=C(C=C2)NCC=2SC=CN2)=C1 (2-furyl)-N-(thiazol-2-ylmethyl)pyrazolo[1,5-a]pyrimidin-5-amine